COC([C@H](CCCC1=CC=C(C=C1)OCCOCCOCC)N1CCN(CCN(CCN(CC1)C1C(NC(C1=O)=O)=O)C1C(NCC1=O)=O)C1C(NC(C1=O)=O)=O)=O (2S)-5-{4-[2-(2-ethoxyethoxy)ethoxy]phenyl}-2-{7-[2-oxooxopyrrolidin-3-yl]-4,10-bis(2-oxooxooxopyrrolidin-3-yl)-1,4,7,10-tetraazacyclododec-1-yl}pentanoic acid methyl ester